tert-butyldimethyl-((4-nitrobut-3-en-1-yl)oxy)silane C(C)(C)(C)[Si](OCCC=C[N+](=O)[O-])(C)C